N-[[3-fluoro-4-[2-(1-methylimidazol-4-yl)thieno[3,2-b]pyridin-7-yl]oxyphenyl]carbamothioyl]-2-phenylacetamide FC=1C=C(C=CC1OC1=C2C(=NC=C1)C=C(S2)C=2N=CN(C2)C)NC(=S)NC(CC2=CC=CC=C2)=O